cyclopropylbismuthanethione C1(CC1)[Bi]=S